Cl.CNC(C)C1=CC=CC=C1 (+)-N-methyl-1-phenylethylamine hydrochloride